C(C)OC(NC1=NC=NC(=C1)N1N=CN=C1[C@H](C)N(C)C1=NC=NC2=C(C=C(C=C12)Cl)C(F)(F)F)=O.C(C(C)C)C(=C)CCCC(C)C 2-isobutyl-6-methyl-heptene ethyl-N-[6-[5-[(1S)-1-[[6-chloro-8-(trifluoromethyl)quinazolin-4-yl]-methyl-amino]ethyl]-1,2,4-triazol-1-yl]pyrimidin-4-yl]carbamate